C(#N)C1=CC(=C(OC=2N=NC(=CC2C(=O)NC2=CC(=CC=C2)S(N)(=O)=O)C(F)(F)F)C=C1)F 3-(4-Cyano-2-fluorophenoxy)-N-(3-sulfamoylphenyl)-6-(trifluoromethyl)pyridazine-4-carboxamide